(R)-8-chloro-3-ethyl-N-(1-methylpiperidin-3-yl)pyridino[2,3-d]pyridazine-5-amine ClC=1N=NC(=C2C1N=CC(=C2)CC)N[C@H]2CN(CCC2)C